4-((1R,3R)-3-(1-isopropyl-3-(6-(trifluoromethyl)pyridin-3-yl)-1H-1,2,4-triazol-5-yl)cyclopentyl)-1,4-oxaazepane C(C)(C)N1N=C(N=C1[C@H]1C[C@@H](CC1)N1CCOCCC1)C=1C=NC(=CC1)C(F)(F)F